CC1=C(C=C(C=C1)C)NC(=O)N1CCC2(CC1)CN(C1=CC=CC=C12)C(CC)=O N-(2,5-dimethylphenyl)-1-propionyl-spiro[indoline-3,4'-piperidine]-1'-formamide